1-(5-(5-((2-(dimethylamino)ethyl)amino)-1H-benzo[d]imidazol-2-yl)-2-methyl-4-phenyl-1H-pyrrol-3-yl)ethan-1-one CN(CCNC1=CC2=C(NC(=N2)C2=C(C(=C(N2)C)C(C)=O)C2=CC=CC=C2)C=C1)C